C(C)(C)(C)OC(=O)N1[C@@H](CN(CC1)C=1C2=C(N=CN1)N(C=C2C2CC2)C2=CC(=CC(=C2)F)F)CF (S)-4-(5-cyclopropyl-7-(3,5-difluorophenyl)-7H-pyrrolo[2,3-d]pyrimidin-4-yl)-2-(fluoromethyl)piperazine-1-carboxylic acid tert-butyl ester